OCC(C1=NC(=NO1)C1=CC=C(C=C1)C(F)(F)F)NC(=O)C=1C=C2C=CNC2=CC1 N-(2-hydroxy-1-{3-[4-(trifluoromethyl)phenyl]-1,2,4-oxadiazol-5-yl}ethyl)-1H-indole-5-carboxamide